(1,1-dimethylsilacyclohexan-4-yl)-2-(2-fluorophenyl)-4H-pyrrolo[2,3-d]thiazole-5-carboxamide C[Si]1(CCC(CC1)N1C(=CC2=C1N=C(S2)C2=C(C=CC=C2)F)C(=O)N)C